(3RS,4SR)-3-[4-(4-Chloro-benzoylamino)-phenyl]-4-hydroxy-pyrrolidine-1-carboxylic acid tert-butyl ester C(C)(C)(C)OC(=O)N1C[C@H]([C@@H](C1)O)C1=CC=C(C=C1)NC(C1=CC=C(C=C1)Cl)=O |r|